C(C)C=1C=C2C(=C(C(C2=CC1)=CC1=CC=C(C=C1)COC1=CC=C(C=C1)C(F)(F)F)C)CC(=O)O 2-(5-Ethyl-2-methyl-1-(4-((4-(trifluoromethyl)phenoxy)methyl)benzylidene)-1H-inden-3-yl)acetic acid